C(C1=CC=CC=C1)OC(=O)N([C@H](C(=O)N[C@@H](C)C(=O)OC(C)(C)C)C1=CC(=C(C=C1)O)B1OC(C(O1)(C)C)(C)C)C tert-butyl ((S)-2-(((benzyloxy)carbonyl)(methyl)amino)-2-(4-hydroxy-3-(4,4,5,5-tetramethyl-1,3,2-dioxaborolan-2-yl)phenyl)acetyl)-L-alaninate